O1CC(C1)OC1=NC(=NC=C1C(F)(F)F)NC1CC(COC1)C(=O)OC methyl 5-((4-(oxetan-3-yloxy)-5-(trifluoromethyl)pyrimidin-2-yl)amino)tetrahydro-2H-pyran-3-carboxylate